[Br-].O1C(OCCC1)C[P+](C1=CC=CC=C1)(C1=CC=CC=C1)C1=CC=CC=C1 (1,3-dioxane-2-yl)methyltriphenylphosphonium bromide